N-[Dimethyl(oxo)-λ6-sulfanylidene]-2-[[4-[1-methyl-4-(4-pyridyl)pyrazol-3-yl]phenoxy]methyl]quinoline-4-carboxamide CS(=NC(=O)C1=CC(=NC2=CC=CC=C12)COC1=CC=C(C=C1)C1=NN(C=C1C1=CC=NC=C1)C)(=O)C